methyl-diallylamine, diallyl-dimethyl-ammonium salt C(C=C)[N+](C)(C)CC=C.CN(CC=C)CC=C